COC=1C=NC=C(C1C1=CC=C(C=C1)NC([C@H](C(C1=CC=CC=C1)C1=CC=CC=C1)NC(=O)C1=CC=NN1C)=O)OC (S)-N-(1-((4-(3,5-dimethoxypyridin-4-yl)phenyl)amino)-1-oxo-3,3-diphenylpropan-2-yl)-1-methyl-1H-pyrazole-5-carboxamide